CCOP(=O)(C)SCCN(C(C)C)C(C)C [2-(Diisopropylamino)ethyl]-O-ethyl methylphosphonothioate